C(C)(C)(C)C=1C=C(C(=O)NC=2C=NC(=C(C2)N2C(N(C3=NC(=NC=C3C2)NC2=CC=CC=C2)C)=O)Cl)C=CC1 3-(tert-butyl)-N-(6-chloro-5-(1-methyl-2-oxo-7-(phenylamino)-1,2-dihydropyrimido[4,5-d]pyrimidin-3(4H)-yl)pyridin-3-yl)benzamide